tert-butyl N-(4-[3-[(3-fluoro-2-methoxyphenyl)amino]-4-oxo-1H,5H,6H,7H-pyrrolo[3,2-c]pyridin-2-yl]pyrimidin-2-yl)-N-methylcarbamate FC=1C(=C(C=CC1)NC1=C(NC2=C1C(NCC2)=O)C2=NC(=NC=C2)N(C(OC(C)(C)C)=O)C)OC